[I-].COC=1C=C(CNC(C(=O)[C@H]2N(CC(C2)(F)F)C(CNC(=O)C2=CC=NC3=C(C=CC=C23)NC(CCC[N+]2(CCCCC2)C)=O)=O)=O)C=CC1OC (S)-1-(4-((4-((2-(2-(2-((3,4-Dimethoxybenzyl)amino)-2-oxoacetyl)-4,4-difluoropyrrolidin-1-yl)-2-oxoethyl)carbamoyl)quinolin-8-yl)amino)-4-oxobutyl)-1-methylpiperidin-1-ium iodide